1,2-bis(4-bromophenylthio)ethane BrC1=CC=C(C=C1)SCCSC1=CC=C(C=C1)Br